FC=1C=C(C=CC1N1C(CCC1)C)C=1N=C(OC1C)N 4-(3-fluoro-4-(2-methylpyrrolidin-1-yl)phenyl)-5-methyl-oxazol-2-amine